N=NC(O)=O ((R)-imino)carbamic acid